tert-butyl 3-[[4-[5-[(3,4-dichlorophenyl) methylamino]-7-oxo-6H-pyrazolo[4,3-d]pyrimidin-1-yl]-1-piperidyl]methyl]piperidine-1-carboxylate ClC=1C=C(C=CC1Cl)CNC=1NC(C2=C(N1)C=NN2C2CCN(CC2)CC2CN(CCC2)C(=O)OC(C)(C)C)=O